C(C)N(C(CO)=O)CCO N-ethyl-2-hydroxy-N-(2-hydroxyethyl)acetamide